CS(=O)(=O)OC[C@H](CC1=CC=2N(C=C1F)C(=NN2)C)C [(2S)-3-(6-fluoro-3-methyl-[1,2,4]triazolo[4,3-a]pyridin-7-yl)-2-methyl-propyl] methanesulfonate